[Au](Br)(Br)Br Gold bromid